C(C)(C)[C@H]1CC[C@H](CC1)N1CCC2(CC1)C(N(CC1=CC=CC=C12)CC(=O)O)=O 2-(1'-(cis-4-isopropyl-cyclohexyl)-3-oxo-1H-spiro[isoquinoline-4,4'-piperidin]-2(3H)-yl)acetic acid